OC(CN1N=CC(=C1)C1=C2C(=C3C(=N1)NC=C3C3=CC=1CNCCC1S3)N(C(N2C)=O)C(C)C)(C)C (1-(2-hydroxy-2-methylpropyl)-1H-pyrazol-4-yl)-1-isopropyl-3-methyl-8-(4,5,6,7-tetrahydrothieno[3,2-c]pyridin-2-yl)-3,6-dihydroimidazo[4,5-d]pyrrolo[2,3-b]pyridin-2(1H)-one